C(C)N(N(C(=O)O[C@H]1C[C@H](CC1)C1=NN(C(=C1)NC(COC1=C(C(=CC(=C1)OC)O)C=O)=O)C(C)(C)C)C)C(=O)OC(C)(C)C 1-(tert-butyl) 2-((1R,3S)-3-(1-(tert-butyl)-5-(2-(2-formyl-3-hydroxy-5-methoxyphenoxy)acetamido)-1H-pyrazol-3-yl)cyclopentyl) 1-ethyl-2-methylhydrazine-1,2-dicarboxylate